rac-dimethylsilyl-bis(2-methyl-4-phenylindenyl)hafnium C[SiH](C)[Hf](C1C(=CC2=C(C=CC=C12)C1=CC=CC=C1)C)C1C(=CC2=C(C=CC=C12)C1=CC=CC=C1)C